BrC1=C(C=CC=C1)C(CNC(CCl)=O)O N-(2-(2-bromophenyl)-2-hydroxyethyl)-2-chloroacetamide